C1(CC1)C=1C=CC(=C(C1)NC(=O)N1C[C@](CC1)(C1=NC=NS1)C1=CC(=C(C=C1)C)F)S(N(C)CC1=C(C=C(C=C1)OC)OC)(=O)=O |o1:14| (R or S)-N-(5-cyclopropyl-2-(N-(2,4-dimethoxybenzyl)-N-methylsulfamoyl)phenyl)-3-(3-fluoro-4-methylphenyl)-3-(1,2,4-thiadiazol-5-yl)pyrrolidine-1-carboxamide